FC=1C=C(C=CC1)N1N=C(C=C(C1=O)C(=O)O)C1=NC=C(C=C1)C(F)(F)F 2-(3-Fluorophenyl)-3-oxo-6-[5-(trifluoromethyl)pyridin-2-yl]-2,3-dihydropyridazine-4-carboxylic acid